C(C)(C)(C)SC1=C(N(C2=CC=C(C=C12)OCC1=NC=CC=C1)CC1=CC=C(C=C1)C=1C=NC(=CC1)OC)CC(C(=O)O)(C)C 3-[3-tert-butylsulfanyl-1-[4-(6-methoxy-pyridin-3-yl)-benzyl]-5-(pyridin-2-ylmethoxy)-1H-indol-2-yl]-2,2-dimethyl-propionic acid